N(C(CO)(CO)[2H])([2H])[2H] serinol-d3